4-((8-(2-(piperazin-1-yl)pyrimidine-5-carbonyl)-8-azabicyclo[3.2.1]oct-3-yl)-(endo)-oxy)-2-(trifluoromethyl)benzonitrile N1(CCNCC1)C1=NC=C(C=N1)C(=O)N1C2CC(CC1CC2)OC2=CC(=C(C#N)C=C2)C(F)(F)F